N',N'-Dimethyl-1,3-cyclohexandiamin CN(C1CC(CCC1)N)C